COCC(=O)N1[C@@H](CN(CC1)C1=CC(=NC=C1)NC=1SC2=NC(=CC=C2N1)C1=CC=NC=C1)C (R)-2-methoxy-1-(2-methyl-4-(2-((5-(pyridin-4-yl)thiazolo-[5,4-b]pyridin-2-yl)-amino)pyridin-4-yl)-piperazin-1-yl)ethanone